ClC1=CC(=C(C=N1)C1=NC=C(C=C1F)CN1[C@@H]([C@@H](C1)CS(=O)(=O)C)C)N[C@H](CCO)C (S)-3-((6'-chloro-3-fluoro-5-(((2R,3R)-2-methyl-3-((methylsulfonyl)methyl)azetidin-1-yl)methyl)-[2,3'-bipyridin]-4'-yl)amino)butan-1-ol